C(CCCCCCC\C=C/CCCCCCCC)(=O)OC[C@@H](OC(CCCCCCC\C=C/CCCCCCCC)=O)COP(=O)([O-])OCC[N+](C)(C)C 1,2-dioleoyl-sn-glycero-3-phosphocholine